N(=[N+]=[N-])CC1=C(C(=CC=2N(C=NC21)C2OCCCC2)F)OC2=CC(=C(C=C2)F)C=2NC(=CN2)C(C)(CCCCC(C#C)(C)C)C2=CC(=CC=C2)Br 4-(Azidomethyl)-5-(3-(5-(2-(3-bromophenyl)-7,7-dimethylnon-8-yn-2-yl)-1H-imidazol-2-yl)-4-fluorophenoxy)-6-fluoro-1-(tetrahydro-2H-pyran-2-yl)-1H-benzo[d]imidazole